1,2-dichloroethyltriethoxysilane ClC(CCl)[Si](OCC)(OCC)OCC